O=C1N(CC2=C(C=CC=C12)\C=C\CCCOC1=NC=C(C=C1)B1OC(C(O1)(C)C)(C)C)C1CN(CCC1)COCC[Si](C)(C)C (E)-3-(1-Oxo-4-(5-((5-(4,4,5,5-tetramethyl-1,3,2-dioxaborolan-2-yl)pyridin-2-yl)oxy)pent-1-en-1-yl)isoindolin-2-yl)-1-((2-(trimethylsilyl)ethoxy)methyl)piperidine